(glycidyloxypropyl)trimethoxysilane C(C1CO1)OCCC[Si](OC)(OC)OC